CC(CCCCCCC(=O)OC(CCCCCCC(CCCCC)C)=O)CCCCC 8-methyltridecanoic anhydride